CC1=CC(=NN1C1=CC=C(C=C1)CC1=CC=C(C=C1)C1=CC=C(C=C1)S(=O)(=O)C)C(=O)N 5-methyl-1-(4-((4'-(methylsulfonyl)-[1,1'-biphenyl]-4-yl)methyl)phenyl)-1H-pyrazole-3-carboxamide